C(#N)C1(CCN(CC1)C(=O)OC(C)(C)C)N1N=CC(=C1)C tert-butyl 4-cyano-4-(4-methyl-1H-pyrazol-1-yl)piperidine-1-carboxylate